1,3,5-Triazine-2,4,6-trithiol triethanolamine salt N(CCO)(CCO)CCO.N1=C(N=C(N=C1S)S)S